C1(CC1)C1=NNC(=N1)C1CC2(CN(C2)C(=O)N2CC(C2)C23CC(C2)(C3)C=3OC(=NN3)C3(CC3)C(F)(F)F)C1 [6-(3-cyclopropyl-1H-1,2,4-triazol-5-yl)-2-azaspiro[3.3]heptan-2-yl]-[3-[3-[5-[1-(trifluoromethyl)cyclopropyl]-1,3,4-oxadiazol-2-yl]-1-bicyclo[1.1.1]pentanyl]azetidin-1-yl]methanone